CN(C(=O)SC1=C(C(=O)OC)C=C(C=C1)I)C methyl 2-(dimethylcarbamoylsulfanyl)-5-iodo-benzoate